FC1=C(C=NN1CCC(C)(C)F)C=1C(=NC(=CC1)C)C1=CC=C2C=C(N=NC2=C1)OC 7-{3-[5-Fluoro-1-(3-fluoro-3-methylbutyl)-1H-pyrazol-4-yl]-6-methylpyridin-2-yl}-3-methoxycinnolin